BrCCCCCCCCCCOC(C(CC)C1=CC=C2C=CC3=CC=CC4=CC=C1C2=C34)=O (pyrene-1-yl)butyric acid 10-bromodecyl ester